4-(5H-pyrrolo[3,2-d]pyrimidin-2-yl)-3,6-dihydropyridine-1(2H)-carboxylic acid tert-butyl ester C(C)(C)(C)OC(=O)N1CCC(=CC1)C=1N=CC2=C(N1)C=CN2